ethyl-5,5-dimethyl-2-[[4-[5-(trifluoromethyl)-1,2,4-oxadiazol-3-yl]phenyl]methyl]isoxazolidin-3-one C(C)C1C(N(OC1(C)C)CC1=CC=C(C=C1)C1=NOC(=N1)C(F)(F)F)=O